BrC1=CC=C2C(C(N(C2=C1)CC=1SC=CC1)=O)(C)C 6-bromo-3,3-dimethyl-1-(thiophen-2-ylmethyl)indol-2-one